methyl-cyanidin CC1=C(C(=[O+]C=2C=C(C=C(C12)O)O)C1=CC(O)=C(O)C=C1)O